propyl N,N-dimethylaminoacrylate CN(C)C(C(=O)OCCC)=C